4,4'-dibromobenzophenone BrC1=CC=C(C(=O)C2=CC=C(C=C2)Br)C=C1